FC(C(=O)O)(C(C(C(C(C(C(C(C(C(C(C(C(C(C(C(C(F)(F)F)(F)F)(F)F)(F)F)(F)F)(F)F)(F)F)(F)F)(F)F)(F)F)(F)F)(F)F)(F)F)(F)F)(F)F)(F)F)F 2,2,3,3,4,4,5,5,6,6,7,7,8,8,9,9,10,10,11,11,12,12,13,13,14,14,15,15,16,16,17,17,18,18,18-pentatriacontafluorooctadecanoic acid